C(C)(C)(C)OC(N(C)CCSCC=C)=O tert-butyl(2-(allylthio)ethyl)(methyl)carbamate